COC(CC(C[C@@H](C)NC(=O)OCC1=CC=CC=C1)=O)=O (R)-5-(((benzyloxy)carbonyl)amino)-3-oxohexanoic acid methyl ester